N-(4-(4-chlorophenyl)-6-(4-methoxyphenyl)pyrimidin-2-yl)-2-(pyrrolidin-1-yl)acetamide ClC1=CC=C(C=C1)C1=NC(=NC(=C1)C1=CC=C(C=C1)OC)NC(CN1CCCC1)=O